2-[1-[2-[(1-methylpyrazol-4-yl)amino]-[1,2,4]triazolo[1,5-a]pyridin-8-yl]-3-[4-(trifluoromethyl)pyrazol-1-yl]azetidin-3-yl]acetonitrile CN1N=CC(=C1)NC1=NN2C(C(=CC=C2)N2CC(C2)(N2N=CC(=C2)C(F)(F)F)CC#N)=N1